[Si](C)(C)(C(C)(C)C)O[C@H]1[C@@H](COCC1)NC1=CC(=CC(=C1)Cl)Cl (3R,4R)-4-((tert-butyldimethylsilyl)oxy)-N-(3,5-dichlorophenyl)tetrahydro-2H-pyran-3-amine